FC=1C=C2C(NN=C(C2=CC1)[C@@H](C)N(C(=O)NC1=CC=C(C=C1)F)C)=O |r| Racemic-1-(1-(6-fluoro-4-oxo-3,4-dihydrophthalazin-1-yl)ethyl)-3-(4-fluorophenyl)-1-methylurea